oxo-1',2',6,7-tetrahydro-4H-spiro[benzo[d]oxazol-5,3'-pyrrolo[2,3-B]pyridine]-2-carboxylic acid O=C1C2(C=3C(=NC=CC3)N1)CCC1=C(N=C(O1)C(=O)O)C2